ClC1=CC=C(C=N1)CN1C=CC=C2C1=NC(N(C2=O)C2=CC(=CC(=C2)F)F)=O 8-((6-chloropyridin-3-yl)methyl)-3-(3,5-difluorophenyl)pyrido[2,3-d]pyrimidine-2,4(3H,8H)-dione